COC(OC)[SiH2]CCCNC(C(C)O)=O N-(3-dimethoxymethylsilylpropyl)-2-hydroxypropionamide